FC=1C=C2C(C[C@H]([C@@H](C2=CC1F)NC(NC=1C=C(C(=NC1C1CCOCC1)C(=O)NCC(C)(C)O)C)=O)O)(C)C |r| rac-5-(3-((1R,2R)-6,7-difluoro-2-hydroxy-4,4-dimethyl-1,2,3,4-tetrahydronaphthalen-1-yl)ureido)-N-(2-hydroxy-2-methylpropyl)-3-methyl-6-(tetrahydro-2H-pyran-4-yl)pyridinecarboxamide